N1=CC(=CC=C1)C(=O)NC=1C=C2C=3CC(CCC3NC2=CC1)CN(CC)CC 6-(3-pyridinoyl)amino-3-(diethyl)aminomethyl-1,2,3,4-tetrahydro-9H-carbazole